(S)-4-fluoro-N-methyl-N-(1-(4-(N-oxetan-3-ylsulfamoyl)phenylamino)-1-oxo-3-phenylpropan-2-yl)benzamide FC1=CC=C(C(=O)N([C@H](C(=O)NC2=CC=C(C=C2)S(NC2COC2)(=O)=O)CC2=CC=CC=C2)C)C=C1